FC1=C(CNC([C@@H](C)NC(OC(C)(C)C)=O)=O)C=CC=C1 Tertbutyl (R,S)-(1-((2-fluorobenzyl)amino)-1-oxopropan-2-yl)carbamate